(9R,13S)-13-[4-(6-chloro-1H-indazol-4-yl)-6-oxo-1,6-dihydropyrimidin-1-yl]-3-(difluoromethyl)-9-methyl-3,4,7,15-tetraazatricyclo[12.3.1.02,6]Octadeca-1(18),2(6),4,14,16-pentaen-8-one ClC1=CC(=C2C=NNC2=C1)C=1N=CN(C(C1)=O)[C@H]1CCC[C@H](C(NC=2C=NN(C2C=2C=CN=C1C2)C(F)F)=O)C